ethyl 2-(chloromethyl)-8-fluoro-3,5,6,7-tetrahydrocyclopenta[f]benzimidazole-6-carboxylate ClCC=1NC2=C(N1)C(=C1C(=C2)CC(C1)C(=O)OCC)F